2-(2-(aminomethyl)-3-fluoroallyl)-2,5,6,7-tetrahydro-4H-pyrazolo[4,3-c]pyridin-4-one hydrochloride Cl.NCC(CN1N=C2C(C(NCC2)=O)=C1)=CF